FC=1C=C(C=CC1F)C(N1C[C@@H](N(C[C@H]1C)C1=CC(N(C=2C=CC(=NC12)C#N)C)=O)C)C1=NC=CC=C1 8-((2s,5r)-4-((3,4-difluorophenyl)(pyridin-2-yl)methyl)-2,5-dimethylpiperazin-1-yl)-5-methyl-6-oxo-5,6-dihydro-1,5-naphthyridine-2-carbonitrile